C1(=CC=CC=C1)CS(=O)(=O)OC1=C(O[C@@](C1=O)([2H])C1=CC2=C(OCO2)C=C1)N (S)-2-amino-5-(benzo[d][1,3]dioxol-5-yl)-4-oxo-4,5-dihydrofuran-3-yl-5-d phenylmethanesulfonate